azetidin-3-amine, dihydrochloride Cl.Cl.N1CC(C1)N